3-(4-Chloro-3,5-dimethyl-pyrazol-1-yl)-N-(3,4-dihydro-2H-1,4-benzoxazin-4-ium-7-yl)-N-methyl-benzamide 2,2,2-trifluoroacetate FC(C(=O)[O-])(F)F.ClC=1C(=NN(C1C)C=1C=C(C(=O)N(C)C2=CC3=C([NH2+]CCO3)C=C2)C=CC1)C